C(=O)(C1=NNC=N1)C1=NNC=N1 carbonyl-di-(1,2,4-triazole)